2,5-dihydro-3H-pyrrolo[3,2-c]pyridazin N=1NCC=C2C1C=CN2